C(C)(C)(C)C1(C=CC=C1)[Ti](OC)(OC)OC (tert-butylcyclopentadienyl)tris(methoxy)titanium